FC=1C=CC=C2C(=CN=CC12)C1=CC=C(C=C1)C=1C=NN(C1)CC(=O)N(C)C 2-(4-(4-(8-fluoroisoquinolin-4-yl)phenyl)-1H-pyrazol-1-yl)-N,N-dimethylacetamide